C1(CCCC1)C(=O)C1=CNC=2N=CN=C(C21)N[C@H]2CN(CCC2)C(=O)OC(C)(C)C tert-butyl (R)-3-((5-(cyclopentanecarbonyl)-7H-pyrrolo[2,3-d]pyrimidin-4-yl)amino)piperidine-1-carboxylate